DimethylAminopropyl-Dimethyl-Indium CN(C)CCC[In](C)C